FC(OC1=C(C=CC=C1)N1N=CC=C1)(F)F 1-(2-(trifluoromethoxy)phenyl)-1H-pyrazole